5-hydroxy-3-methyl-2(5H)-furanone OC1C=C(C(O1)=O)C